5-(5-chloro-2-(((S)-1-hydroxypropan-2-yl)amino)pyridin-4-yl)-1-(2-fluorobenzyl)-7-methyl-1,5,6,7-tetrahydro-4H-pyrazolo[4,3-c]pyridin-4-one ClC=1C(=CC(=NC1)N[C@H](CO)C)N1C(C2=C(C(C1)C)N(N=C2)CC2=C(C=CC=C2)F)=O